C1(CC1)C[C@@H](C(=O)N(C)OC)NC(OC(C)(C)C)=O tert-butyl N-[(1S)-1-(cyclopropylmethyl)-2-[methoxy(methyl)amino]-2-oxo-ethyl]carbamate